5-(3-iodo-4-methoxyphenyl)-N-(2-(isoquinolin-8-yl)ethyl)oxazole-4-carboxamide IC=1C=C(C=CC1OC)C1=C(N=CO1)C(=O)NCCC=1C=CC=C2C=CN=CC12